methyl 6-bromo-7-iodoisoquinoline-3-carboxylate BrC=1C=C2C=C(N=CC2=CC1I)C(=O)OC